Benzyl 2-(2-(((2-(ethoxycarbonyl)-1H-pyrrol-3-yl)amino)methyl)phenyl)-4,4-difluoropiperidine-1-carboxylate C(C)OC(=O)C=1NC=CC1NCC1=C(C=CC=C1)C1N(CCC(C1)(F)F)C(=O)OCC1=CC=CC=C1